N1C(=NC2=C1C=CC=C2)C2=CC(=NN2C)NC(C2=CC=C(C=C2)N2CCN(CC2)C)=O N-[5-(1H-benzimidazol-2-yl)-1-methyl-pyrazol-3-yl]-4-(4-methylpiperazin-1-yl)benzamide